Cl.FC1=CC=C(C=C1)C1=CC(=CC=C1)CN (4'-fluoro-[1,1'-biphenyl]-3-yl)methanamine hydrochloride